Cl.NCCOCCOCCN 2-[2-(2-aminoethoxy)ethoxy]ethylamine-HCl